CN1N=C(C(=C1)C(=O)O\N=C\C1=CC(=C(C(=C1)OC)OC)OC)C(F)(F)F (E)-3,4,5-trimethoxybenzaldehyde O-(1-methyl-3-(trifluoromethyl)-1H-pyrazole-4-carbonyl) oxime